trans-4-(((benzyloxy)carbonyl)amino)cyclohexane-1-carboxylic acid C(C1=CC=CC=C1)OC(=O)N[C@@H]1CC[C@H](CC1)C(=O)O